N,N-Diethylbutylamin C(C)N(CC)CCCC